(1S,4S)-tert-Butyl 5-(4-fluoro-2-(2-(2-fluoro-6-methoxyphenyl)pyrimidine-4-carboxamido)-5-formylphenyl)-2,5-diazabicyclo[2.2.1]heptane-2-carboxylate FC1=CC(=C(C=C1C=O)N1[C@@H]2CN([C@H](C1)C2)C(=O)OC(C)(C)C)NC(=O)C2=NC(=NC=C2)C2=C(C=CC=C2OC)F